3'-(triphenylsilyl)-(1,1'-biphenyl)-4-amine C1(=CC=CC=C1)[Si](C=1C=C(C=CC1)C1=CC=C(C=C1)N)(C1=CC=CC=C1)C1=CC=CC=C1